C(#N)C12CCC(CC1)(CC2)CNC(C2=C(C(=C(C(=C2)F)OCC2=CC=C(C=C2)OC)F)F)=O N-[(4-cyanobicyclo[2.2.2]octan-1-yl)methyl]-2,3,5-trifluoro-4-[(4-methoxyphenyl)methoxy]benzamide